(S)-ethyl 2-(2-((7-(2-((1,1-dimethylethylsulfinamido)methyl)-3-fluoropyridin-4-yl)benzofuran-5-yl)methoxy)-5-fluorophenyl)acetate CC(C)([S@](=O)NCC1=NC=CC(=C1F)C1=CC(=CC=2C=COC21)COC2=C(C=C(C=C2)F)CC(=O)OCC)C